C(C)(C)(C)C=1C=C(C=C(C1O)C(C)(C)C)CCC(=O)N1CN(CN(C1)C(CCC1=CC(=C(C(=C1)C(C)(C)C)O)C(C)(C)C)=O)C(CCC1=CC(=C(C(=C1)C(C)(C)C)O)C(C)(C)C)=O 1,3,5-tris(3,5-di-tert-butyl-4-hydroxyphenylpropionyl)-hexa-hydro-1,3,5-triazine